ethyl 5-chloro-1-(2-fluorobenzyl)-4-(2-methoxyethenyl)-1H-pyrazole-3-carboxylate ClC1=C(C(=NN1CC1=C(C=CC=C1)F)C(=O)OCC)C=COC